N-(3-((2-((3-chloro-1-methyl-1H-pyrazol-4-yl)amino)-5-(3-(difluoromethyl)-5-fluorophenyl)pyrimidin-4-yl)amino)-4-fluorophenyl)acrylamide ClC1=NN(C=C1NC1=NC=C(C(=N1)NC=1C=C(C=CC1F)NC(C=C)=O)C1=CC(=CC(=C1)F)C(F)F)C